[Cl-].[Cl-].C(CCCC)[N+](CCCCC)(CCCCC)CCCCC.C(CCCC)[N+](CCCCC)(CCCCC)CCCCC tetrapentyl-ammonium dichloride